O=C1N(C=CN(C1=O)CC1=CC(=NO1)C=1C=NC=CC1)C1(CC1)C#N 1-(2,3-dioxo-4-((3-(pyridin-3-yl)isoxazol-5-yl)methyl)-3,4-dihydropyrazin-1(2H)-yl)cyclopropane-1-carbonitrile